C(C)[C@@H]1N(C[C@H](N(C1)C(C)C=1C=CC=2N(N1)C=C(N2)C)CC)C=2C=1C(N(C(N2)=O)C)=CN(N1)CC#N 2-(7-((2S,5R)-2,5-diethyl-4-(1-(2-methylimidazo[1,2-b]pyridazin-6-yl)ethyl)piperazin-1-yl)-4-methyl-5-oxo-4,5-dihydro-2H-pyrazolo[4,3-d]pyrimidin-2-yl)acetonitrile